N[C@@]1(CN(CC1)C1=C(C=NC=C1C1=CC2=C(OC(O2)(F)F)C=C1)C(=O)N[C@@H](C)C1CC1)C 4-[(3S)-3-amino-3-methylpyrrolidin-1-yl]-N-[(1S)-1-cyclopropylethyl]-5-(2,2-difluoro-2H-1,3-benzodioxol-5-yl)pyridine-3-carboxamide